N1-(2-chloro-4-(4-(trifluoromethyl)piperidin-1-yl)phenyl)cyclohexane-1,4-diamine ClC1=C(C=CC(=C1)N1CCC(CC1)C(F)(F)F)NC1CCC(CC1)N